COC(C1=CC(=C(C=C1)[N+](=O)[O-])NCC1=CN=CO1)=O.C(C)O[Si](OCC)(OCC)CCCCC1=CC=C(C=C1)CCCC[Si](OCC)(OCC)OCC 1,4-bis(triethoxysilylbutyl)benzene methyl-4-nitro-3-(oxazol-5-ylmethylamino)benzoate